(2S)-2-amino-5,5,5-trifluoro-1-thiazol-2-yl-pentan-1-ol N[C@H](C(O)C=1SC=CN1)CCC(F)(F)F